1-(5-chloro-2-pyrimidinyl)-N-(4-(2,6-dimethoxyphenyl)-5-(3-pyridinyl)-4H-1,2,4-triazol-3-yl)-1-methoxy-2-propanesulfonamide ClC=1C=NC(=NC1)C(C(C)S(=O)(=O)NC1=NN=C(N1C1=C(C=CC=C1OC)OC)C=1C=NC=CC1)OC